tin-aluminum oxide [O-2].[Al+3].[Sn+4]